3-(3-(2-Fluoroethoxy)azetidin-1-yl)-7-vinylbenzo[4,5]imidazo[1,2-a]pyridine FCCOC1CN(C1)C1=CC=2N(C=C1)C1=C(N2)C=C(C=C1)C=C